N-[[6-(6-imidazol-1-ylpyridine-3-carbonyl)-6-azaspiro[2.5]octan-2-yl]methyl]furo[2,3-c]pyridine-2-carboxamide N1(C=NC=C1)C1=CC=C(C=N1)C(=O)N1CCC2(C(C2)CNC(=O)C2=CC=3C(=CN=CC3)O2)CC1